4-(4-butyl-1H-1,2,3-triazol-1-yl)-N'-(4-(4-butyl-1H-1,2,3-triazol-1-yl)benzoyl)benzohydrazide C(CCC)C=1N=NN(C1)C1=CC=C(C(=O)NNC(C2=CC=C(C=C2)N2N=NC(=C2)CCCC)=O)C=C1